2-(1-(4-((4-(2-ethyl-2H-tetrazol-5-yl)phenyl)amino)-5-oxo-5,6-dihydropyrimido[4,5-d]pyridazin-2-yl)piperidin-4-yl)acetonitrile C(C)N1N=C(N=N1)C1=CC=C(C=C1)NC1=NC(=NC=2C=NNC(C21)=O)N2CCC(CC2)CC#N